(1-isopropyl-4-(trifluoromethyl)-1H-imidazol-2-yl)-3-methoxybenzoic acid methyl ester COC(C1=C(C(=CC=C1)OC)C=1N(C=C(N1)C(F)(F)F)C(C)C)=O